4-[[2-(3-chlorophenyl)-2-hydroxy-ethyl]amino]-3-(4-methyl-6-morpholino-1H-benzimidazol-2-yl)-1H-pyridin-2-one ClC=1C=C(C=CC1)C(CNC1=C(C(NC=C1)=O)C1=NC2=C(N1)C=C(C=C2C)N2CCOCC2)O